methyl (S)-tyrosinate N[C@@H](CC1=CC=C(C=C1)O)C(=O)OC